(S)-4-(2,6-dimethylphenoxy)-N-(7-(3-hydroxy-3-methylbut-1-yn-1-yl)-5-methyl-4-oxo-2,3,4,5-tetrahydrobenzo[b][1,4]oxazepin-3-yl)picolinamide CC1=C(OC2=CC(=NC=C2)C(=O)N[C@@H]2C(N(C3=C(OC2)C=CC(=C3)C#CC(C)(C)O)C)=O)C(=CC=C1)C